CCCC(CCCCCCC(C)C)O 4-isotridecyl alcohol